Pyridineformaldehyde palladium [Pd].N1=C(C=CC=C1)C=O